ClC1=C(C=C2C(N(C(NC2=C1)C)C1=C(C=CC=C1)C)=O)S(=O)(=O)N 7-chloro-1,2,3,4-tetrahydro-2-methyl-3-(2-methylphenyl)-4-oxo-6-quinazolinesulfonamide